di-ethylenglycol dimethyl ether COCCOCCOC